N-[3-(diethylamino)propyl]-2-[1-[(4-methylphenyl)methyl]-5-oxopyrrolidin-2-yl]acetamide C(C)N(CCCNC(CC1N(C(CC1)=O)CC1=CC=C(C=C1)C)=O)CC